C(C)(C)(C)C1=CC=C(C=C1)C=1C(N(C2=CC=CC=C2N1)C)=O 3-(4-(tert-butyl)phenyl)-1-methylquinoxalin-2(1H)-one